(rac)-2-methoxy-1-(pyrimidin-2-yl)ethylamine hydrochloride Cl.COC[C@@H](C1=NC=CC=N1)N |r|